[N+](=O)([O-])C1=C(N)C=CC(=C1)OC(F)(F)F 2-nitro-4-(trifluoromethoxy)aniline